2-[4-[5-fluoro-7-hydroxy-6-(1,1,4-trioxo-1,2,5-thiadiazolidin-2-yl)-2-naphthyl]pyrazol-1-yl]acetic acid FC1=C2C=CC(=CC2=CC(=C1N1S(NC(C1)=O)(=O)=O)O)C=1C=NN(C1)CC(=O)O